5-bromo-2,6-naphthyridine 2-oxide BrC1=C2C=C[N+](=CC2=CC=N1)[O-]